N1N=CC(=C1)C1OCCN(C1)C1=NC(=NC=C1)C1=CN=C2N1C=C(N=C2)C(=O)N 3-(4-(2-(1H-Pyrazol-4-yl)morpholino)pyrimidin-2-yl)imidazo[1,2-a]pyrazine-6-carboxamide